FC1=C(C(=C(C(=C1F)N)F)F)N 2,3,5,6-tetrafluorobenzene-1,4-diamine